tert-butyl (S)-(2-(2-((tert-butoxycarbonyl)amino)propyl)-5-chloro-3-methylthieno[3,2-b]pyridin-7-yl)(furan-2-ylmethyl)carbamate C(C)(C)(C)OC(=O)N[C@H](CC1=C(C2=NC(=CC(=C2S1)N(C(OC(C)(C)C)=O)CC=1OC=CC1)Cl)C)C